N-(2-(4,4-difluorocyclohexyl)-4-(3,4-dihydro-2H-pyran-6-yl)pyridin-3-yl)-2-isopropoxypyrimidine-5-carboxamide FC1(CCC(CC1)C1=NC=CC(=C1NC(=O)C=1C=NC(=NC1)OC(C)C)C1=CCCCO1)F